1-(2-(4-Ethyl-5-carbonyl-4,5-dihydro-1H-tetrazol-1-yl)ethyl)-4-(methoxymethyl)piperidine C(C)N1N=NN(C1=C=O)CCN1CCC(CC1)COC